FC1(CC(CNC1)NC(OC(C)(C)C)=O)F tert-butyl (5,5-difluoropiperidin-3-yl)carbamate